8-[4-(4-cyanophenyl)phenoxy]octyl 2,5-bis[(4-iodobenzoyl)oxy]benzoate IC1=CC=C(C(=O)OC2=C(C(=O)OCCCCCCCCOC3=CC=C(C=C3)C3=CC=C(C=C3)C#N)C=C(C=C2)OC(C2=CC=C(C=C2)I)=O)C=C1